3-(4-(2-acetoxyethoxy)phenyl)-5,7-di-tert-butyl-benzofuran-2-one C(C)(=O)OCCOC1=CC=C(C=C1)C1C(OC2=C1C=C(C=C2C(C)(C)C)C(C)(C)C)=O